1,2-dimethyl-5-[7-[(3S)-3-(morpholinomethyl)-3,4-dihydro-1H-isoquinoline-2-carbonyl]-1,2,3,4-tetrahydroisoquinolin-6-yl]-1H-pyrrole-3-carboxylic acid CN1C(=C(C=C1C=1C=C2CCNCC2=CC1C(=O)N1CC2=CC=CC=C2C[C@H]1CN1CCOCC1)C(=O)O)C